6-(4-Chloro-2-hydroxy-6-methyl-phenyl)-3-[[(3R)-1-ethyl-3-piperidyl]amino]-4-methyl-1,2,4-triazin-5-one ClC1=CC(=C(C(=C1)C)C=1C(N(C(=NN1)N[C@H]1CN(CCC1)CC)C)=O)O